C[C@@H]1N(CC(N(C1)C)=O)CCOC1=CC=C(C=C1)C1=NC2=CC=C(C=C2C=C1)C=1C2=C(C(N(C1)C)=O)NC=C2 (S)-4-{2-[4-(2-(2,4-dimethyl-5-oxopiperazin-1-yl)ethoxy)phenyl]quinolin-6-yl}-6-methyl-1H-pyrrolo[2,3-c]pyridin-7(6H)-one